benzyldimethyl-ammonium stearate C(CCCCCCCCCCCCCCCCC)(=O)[O-].C(C1=CC=CC=C1)[NH+](C)C